(R)-7-((1R,3r,5S,6R)-6-(1-isopropyl-3-(5-(trifluoromethyl)pyridin-3-yl)-1H-pyrazol-5-yl)bicyclo[3.1.0]hexan-3-yl)-2-thia-7-azaspiro[4.4]nonane 2,2-dioxide C(C)(C)N1N=C(C=C1C1[C@H]2CC(C[C@@H]12)N1C[C@]2(CCS(C2)(=O)=O)CC1)C=1C=NC=C(C1)C(F)(F)F